(R)-2-fluoro-4-((4-(3-methoxypropyl)pyrimidin-2-yl)amino)-N-(8-methylisoquinolin-1-yl)-N-(piperidin-3-yl)benzamide hydrochloride Cl.FC1=C(C(=O)N([C@H]2CNCCC2)C2=NC=CC3=CC=CC(=C23)C)C=CC(=C1)NC1=NC=CC(=N1)CCCOC